4-methyl-4-vinylpiperidine hydrochloride Cl.CC1(CCNCC1)C=C